5-hydroxy-6-(2-(4-((4-(morpholinomethyl)phenyl)ethynyl)piperidin-1-yl)ethyl)pyrimidin-4(3H)-one OC=1C(NC=NC1CCN1CCC(CC1)C#CC1=CC=C(C=C1)CN1CCOCC1)=O